O=C1NN=C(O1)CC[C@@H]1CNCCO1 (R)-2-(2-(5-oxo-4,5-dihydro-1,3,4-oxadiazol-2-yl)ethyl)morpholine